BrC1=CC=C(C2=C1OCO2)CC(=O)O 2-(7-bromobenzo[d][1,3]dioxolan-4-yl)acetic acid